C(CCCCCN)CCCCC(=O)O ω-aminoundecanoic acid